(R)-N-(1-(3-(difluoromethyl)-2-fluorophenyl)ethyl)-8-methyl-3-(4-(methylamino)piperidin-1-yl)pyrido[2,3-d]pyridazin-5-amine 2,2,2-trifluoroacetate FC(C(=O)O)(F)F.FC(C=1C(=C(C=CC1)[C@@H](C)NC1=C2C(=C(N=N1)C)N=CC(=C2)N2CCC(CC2)NC)F)F